C(C(C)C)N1C=NC=2N(C(NC(C12)=O)=O)C 7-isobutyl-3-methyl-1H-purine-2,6(3H,7H)-dione